FC(C(=O)O)(F)F.ClC=1C=CC(=C(CNC([C@H](C)NC(=O)[C@@H]2NC[C@H](C2)CC2=C(C=CC=C2)C=2SC(=CC2)Cl)=O)C1)N1N=NN=C1 (2R,4S)-N-((S)-1-((5-chloro-2-(1H-tetrazol-1-yl)benzyl)amino)-1-oxopropan-2-yl)-4-(2-(5-chlorothien-2-yl)benzyl)pyrrolidine-2-carboxamide trifluoroacetate